Tert-butyl (2S)-2-(hydroxymethyl)-5-methoxypyrrolidine-1-carboxylate OC[C@H]1N(C(CC1)OC)C(=O)OC(C)(C)C